N,N-bis(cyclopropylmethyl)-1-(2-(4-isopropyl-5-(8-methoxy-[1,2,4]triazolo[1,5-a]pyridin-6-yl)-1H-pyrazol-3-yl)-4-methylthiazol-5-yl)piperidin-4-amine C1(CC1)CN(C1CCN(CC1)C1=C(N=C(S1)C1=NNC(=C1C(C)C)C=1C=C(C=2N(C1)N=CN2)OC)C)CC2CC2